3-(allyloxy)-4-((4-(tert-butoxycarbonyl)phenyl)carbamoyl)-2-isopropoxybenzoic acid C(C=C)OC=1C(=C(C(=O)O)C=CC1C(NC1=CC=C(C=C1)C(=O)OC(C)(C)C)=O)OC(C)C